C(C)(C)(C)OC(=O)N1C(CC=CC1)C1=CC=C(C=2N(C(N(C21)C)=O)C2C(NC(CC2)=O)=O)F [1-(2,6-dioxo-3-piperidinyl)-7-fluoro-3-methyl-2-oxo-benzimidazol-4-yl]-3,6-dihydro-2H-pyridine-1-carboxylic acid tert-butyl ester